Diethyl (pyridin-2-ylmethyl)phosphonate N1=C(C=CC=C1)CP(OCC)(OCC)=O